ClC1=C(C=CC(=C1)C)C(CNC(=O)C1=C(N=NC2=CC=CC=C12)S(=O)(=O)C1=C(C(=CC=C1)C1CC1)F)(F)F N-[2-(2-chloro-4-methylphenyl)-2,2-difluoroethyl]-3-[(3-cyclopropyl-2-fluorophenyl)sulfonyl]cinnoline-4-carboxamide